N(N)C1=NC(=C(C=N1)C)C 2-hydrazino-5,6-dimethylpyrimidine